C(\C=C\C(=O)[O-])(=O)[O-].[Bi+3].C(\C=C\C(=O)[O-])(=O)[O-].C(\C=C\C(=O)[O-])(=O)[O-].[Bi+3] bismuth fumarate